6-(1,3-benzoxazol-2-yl)-2-[(diphenylmethyl)(methyl)amino]-5-methoxy-3-methyl-3,4-dihydropyrimidin-4-one O1C(=NC2=C1C=CC=C2)C2=C(C(N(C(=N2)N(C)C(C2=CC=CC=C2)C2=CC=CC=C2)C)=O)OC